(RS)-2-(hydroxymethyl)-4-{1-hydroxy-2-[6-(4-phenylbutoxy)hexylamino]ethyl}phenol OCC1=C(C=CC(=C1)[C@H](CNCCCCCCOCCCCC1=CC=CC=C1)O)O |r|